1,5-dicyanoheptane C(#N)CCCCC(CC)C#N